tert-butyl 3-((2-amino-5-(methoxycarbonyl)-4-methylphenyl) carbamoyl)azetidine-1-carboxylate NC1=C(C=C(C(=C1)C)C(=O)OC)NC(=O)C1CN(C1)C(=O)OC(C)(C)C